(5S)-N-((R)-(3-chlorophenyl)((cis)-2-phenylcyclopropyl)methyl)-2-oxooxazolidine-5-carboxamide ClC=1C=C(C=CC1)[C@H](NC(=O)[C@@H]1CNC(O1)=O)[C@H]1[C@H](C1)C1=CC=CC=C1